C1[Se]CC2=C1C=CC=C2 1,3-dihydrobenzo[c]selenophene